5-(bromomethyl)-2-phenylpyrimidine BrCC=1C=NC(=NC1)C1=CC=CC=C1